11-(4-fluorophenyl)-3-methoxy-8-((S)-2-methylpiperazin-1-yl)-10-(trifluoromethyl)-3,4-dihydro-2H,6H-[1,4]thiazepino[2,3,4-ij]quinazolin-6-one FC1=CC=C(C=C1)C1=C(C=C2C(=NC(N3C2=C1SCC(C3)OC)=O)N3[C@H](CNCC3)C)C(F)(F)F